C(C=C)(=O)N1[C@H](CN(CC1)C=1C2=C(N=C(N1)OC[C@H]1N(CCC1)C)C(=CN2CC)CC2=CC(=CC1=CC=CC=C21)O)CC#N 2-((S)-1-acryloyl-4-(5-ethyl-7-((3-hydroxynaphthalen-1-yl)methyl)-2-(((S)-1-methylpyrrolidin-2-yl)methoxy)-5H-pyrrolo[3,2-d]pyrimidin-4-yl)piperazin-2-yl)acetonitrile